OC1=CC=C(CN2C(NCC2)=O)C=C1 p-hydroxybenzyl-imidazolidinone